OCCCNCC1(CCC1)NC(OC(C)(C)C)=O tert-butyl (1-(((3-hydroxypropyl)amino)methyl)cyclobutyl)carbamate